C(C)N1C=CC2=CC(=C(C=C12)O)O N-ethyl-5,6-dihydroxyindole